O1CCC(=CC1)C=1N=C(SC1)NC(OC(C)(C)C)=O tert-butyl (4-(3,6-dihydro-2H-pyran-4-yl)thiazol-2-yl)carbamate